BrC1=C(C(=CC=C1)[N+](=O)[O-])C 1-bromo-2-methyl-3-nitro-benzene